ONC(=O)C1=CC2=C(OCC(N2CCC)=O)C=C1 N-hydroxy-3-oxo-4-propyl-3,4-dihydro-2H-benzo[b][1,4]oxazine-6-carboxamide